FC1(COCCC1NC(=O)C1=C(OC2=C1C=C(C=C2)OCC2=C(N=CS2)C)C)F N-(3,3-difluorotetrahydro-2H-pyran-4-yl)-2-methyl-5-((4-methylthiazol-5-yl)methoxy)benzofuran-3-carboxamide